The molecule is an octadecanoid anion that is the conjugate base of 9,10-epoxy-18-hydroxy-(12Z)-octadecenoic acid arising from deprotonation of the carboxylic acid function; major species at pH 7.3. It is an omega-hydroxy fatty acid anion and an octadecanoid anion. It derives from a 9(10)-EpOME(1-). It is a conjugate base of a 9,10-epoxy-18-hydroxy-(12Z)-octadecenoic acid. C(CCCC1C(O1)C/C=C\\CCCCCO)CCCC(=O)[O-]